FC1=C(C=C(C=C1)C=1N=C(N(C1C1=CC=C2C=NNC2=C1)C)C)C 6-(4-(4-Fluoro-3-methylphenyl)-1,2-dimethyl-1H-imidazol-5-yl)-1H-indazole